ClC1=C(C=C(C(=O)N=C(N)N)C=C1)CC1=CC=C(C=C1)O[C@H]1COCC1 (R)-4-chloro-N-(diaminomethylene)-3-{4-[(tetrahydrofuran-3-yl)oxy]benzyl}benzamide